2-((4-(bis(4-methoxybenzyl)amino)imidazo[2,1-f][1,2,4]triazin-2-yl)amino)pentan-1-ol COC1=CC=C(CN(C2=NC(=NN3C2=NC=C3)NC(CO)CCC)CC3=CC=C(C=C3)OC)C=C1